C(C)(C)(C)OC(=O)N1C[C@H](C[C@@H](C1)F)NC=1C2=C(N=CN1)C(=CC(=N2)C=2C=NN(C2C)CC)C(N)=O (3S,5S)-3-((8-carbamoyl-6-(1-ethyl-5-methyl-1H-pyrazol-4-yl)pyrido[3,2-d]pyrimidin-4-yl)amino)-5-fluoropiperidine-1-carboxylic acid tert-butyl ester